4-((9-cyclopentyl-7,7-difluoro-5-methyl-6-oxo-6,7,8,9-tetrahydro-5H-pyrimido[4,5-b][1,4]diazepin-2-yl)amino)-3-fluorobenzoic acid C1(CCCC1)N1C2=C(N(C(C(C1)(F)F)=O)C)C=NC(=N2)NC2=C(C=C(C(=O)O)C=C2)F